C(C)(C)(C)OC(=O)N1CCC(CC1)OC1=CC=C2C(=N1)C(=CN2C(=O)OC(C)(C)C)C(C)C tert-butyl 5-((1-(tert-butoxycarbonyl) piperidin-4-yl) oxy)-3-isopropyl-1H-pyrrolo[3,2-b]pyridine-1-carboxylate